C1N(CC12CCC2)C2=CC=C(C=N2)NC(C2=CC(=C(C(=C2)C=O)O)F)=O N-(6-(2-azaspiro[3.3]heptan-2-yl)pyridin-3-yl)-3-fluoro-5-formyl-4-hydroxybenzamide